4-bromo-6-chloromethylaniline BrC1=CC=C(N)C(=C1)CCl